NCCOCCNC(=O)C1=C(C=C(C=C1)NC(=O)C=1N(C(=CN1)C1=C(C=C(C=C1F)OC)F)C)CC N-[4-[2-(2-aminoethoxy)ethylcarbamoyl]-3-ethyl-phenyl]-5-(2,6-difluoro-4-methoxy-phenyl)-1-methyl-imidazole-2-carboxamide